Cl.C1N(CCC2=CC=CC=C12)[C@@H]1[C@H](CN(CC1)C=O)O ((3S,4S)-4-(3,4-dihydroisoquinolin-2(1H)-yl)-3-hydroxypiperidin-1-yl)methanone HCl salt